ClC1=CC=CC(=N1)[C@H](O)CN([C@@H](CC1=CC=C(C=C1)OCCOCCC1=CC=CC=C1)C)C[C@H](O)C1=NC(=CC=C1)Cl (R)-6-chloro-α-[[[(S)-2-(6-chloro-2-pyridyl)-2-hydroxyethyl][(R)-α-methyl-p-(2-phenethoxyethoxy)phenethyl]amino]methyl]-2-pyridinemethanol